3-Bromo-6-chloropyridine-2-carboxylic acid BrC=1C(=NC(=CC1)Cl)C(=O)O